FC=1C=C(C=CC1)[C@@H]1N(CCC1)C=1C=CC=2N(N1)C(=CN2)C2=CC=CC(=N2)N2CCC(CC2)NC=2C=C1CN(C(C1=CC2)=O)C2C(NC(CC2)=O)=O 3-(5-((1-(6-(6-((R)-2-(3-fluorophenyl)pyrrolidin-1-yl)imidazo[1,2-b]pyridazin-3-yl)pyridin-2-yl)piperidin-4-yl)amino)-1-oxoisoindolin-2-yl)piperidine-2,6-dione